C1=CC=CC=2C3=CC=CC=C3C(C12)COC(=O)N(CC(=O)N1CC(CCC1)C=1C=C(C(=O)O)C=CC1)CC1=C(C=C(C=C1)OC)OCC 3-(1-(N-(((9H-fluoren-9-yl)methoxy)carbonyl)-N-(2-ethoxy-4-methoxybenzyl)glycyl)piperidin-3-yl)benzoic acid